4-((2-hydroxyethyl)sulphonamido)-2-(6-azaspiro[2.5]octane-6-yl)-N-(thieno[3,2-c]pyridin-3-yl)benzamide OCCS(=O)(=O)NC1=CC(=C(C(=O)NC2=CSC3=C2C=NC=C3)C=C1)N1CCC3(CC3)CC1